FC=1C=NC=C(C(=O)N[C@@H](C)C2=CC=C(C=C2)NC(OCC2=CC=C(C=C2)Cl)=O)C1 4-chlorobenzyl (S)-(4-(1-(5-fluoronicotinamido)eth-yl)phenyl)carbamate